N1-methyl-N1-((3-(4-morpholinocyclohexyl)-1H-pyrazol-4-yl)methyl)ethane-1,2-diamine CN(CCN)CC=1C(=NNC1)C1CCC(CC1)N1CCOCC1